(4-(ethoxymethyl)-2,6-dimethoxyphenyl)boronic acid C(C)OCC1=CC(=C(C(=C1)OC)B(O)O)OC